NC1=NN2C(C=C(C=C2)C=2C(=C(C(=O)[O-])C(=CC2)C)F)=N1 3-(2-amino-[1,2,4]triazolo[1,5-a]pyridin-7-yl)-2-fluoro-6-methylbenzoate